2-methyl-threonine C[C@](N)([C@H](O)C)C(=O)O